OC1=C(C=CC=C1)\C(\C)=N/NC1=NC2=C(C(=CC=C2C=C1)CN1CCCCC1)O (Z)-2-(2-(1-(2-Hydroxyphenyl)ethylidene)hydrazinyl)-7-(Piperidin-1-ylmethyl)chinolin-8-ol